N-(2-chloro-4-(trifluoromethyl)phenyl)-2-(2-(4-(dimethylphosphoryl)phenyl)-8-oxo-5,8-dihydrospiro[cyclopenta[d][1,2,4]triazolo[1,5-a]pyrimidine-7,4'-piperidin]-4(6H)-yl)acetamide ClC1=C(C=CC(=C1)C(F)(F)F)NC(CN1C=2N(C(C3=C1CCC31CCNCC1)=O)N=C(N2)C2=CC=C(C=C2)P(=O)(C)C)=O